(3S)-N-[3-[2-(2-hydroxyethyl)-6-(morpholin-4-yl)pyridin-4-yl]-4-methylphenyl]-3-(2,2,2-trifluoroethyl)pyrrolidine-1-carboxamide OCCC1=NC(=CC(=C1)C=1C=C(C=CC1C)NC(=O)N1C[C@@H](CC1)CC(F)(F)F)N1CCOCC1